5-(bis(2-(5-methanesulfonyl-2-1,3,4-oxadiazolyl)ethyl)amino)-5-oxopentanoic acid CS(=O)(=O)C1=NN=C(O1)CCN(C(CCCC(=O)O)=O)CCC=1OC(=NN1)S(=O)(=O)C